(R)-1-isopropyl-N-(1-methylcyclopropyl)-4-((2-methylthiazol-5-yl)methyl)-5-oxo-1,2,4,5-tetrahydroimidazo[1,2-a]quinazoline-7-sulfonamide C(C)(C)[C@@H]1CN=C2N1C1=CC=C(C=C1C(N2CC2=CN=C(S2)C)=O)S(=O)(=O)NC2(CC2)C